C(C)(C)(C)C1=CC=C(C=C1)N(C(=O)[C@@H]1NCCC1)C(C(=O)NC1CCCCC1)C=1C=NC=CC1 (2R)-N-(4-tert-butylphenyl)-N-[2-(cyclohexylamino)-2-oxo-1-(3-pyridyl)ethyl]pyrrolidine-2-carboxamide